3-chloro-5-(2-(4-((2-Chloropyrimidin-4-yl)methoxy)phenyl)propan-2-yl)-2-ethoxybenzonitrile ClC=1C(=C(C#N)C=C(C1)C(C)(C)C1=CC=C(C=C1)OCC1=NC(=NC=C1)Cl)OCC